[Si].[Si]=O.[Si] silicon-silicon oxide silicon